C1(=CC=CC=C1)C(=O)N1CCC2(C(N3[C@](O2)(CC[C@H]3C3=CC=CC=C3)C)=O)CC1 (5'S,7a'R)-1-(benzene-carbonyl)-7a'-methyl-5'-phenyltetrahydro-3'H-spiro[piperidine-4,2'-pyrrolo[2,1-b]-[1,3]oxazol]-3'-one